NC1=C(N=C(C(=N1)N1CCC2(CC1)[C@@H](C1=CC=CC=C1C2)N)C)SC2=C(C(=NC=C2)N2CCOCC2)Cl (S)-1'-(6-amino-5-((3-chloro-2-morpholinopyridin-4-yl)thio)-3-methylpyrazin-2-yl)-1,3-dihydrospiro[indene-2,4'-piperidin]-1-amine